NC1=NC(=CC(=N1)NC1=CC=C(C=C1)NC(C1=CC=C(C=C1)NC1=CC=NC2=CC=CC=C12)=O)C N-[4-[(2-Amino-6-methyl-4-pyrimidinyl)amino]phenyl]-4-(4-quinolinylamino)benzamide